NC1=NC(=C2N=CN(C2=N1)CC1=CC=C(C=C1)N)C1=CC=CC(=N1)C#N 6-[2-amino-9-[(4-aminophenyl)methyl]purin-6-yl]pyridine-2-carbonitrile